C1(=CC(=CC=C1)C(=O)O)C(=O)O Benzene-1,3-dicarboxylic acid